C(C)(=O)[O-].C(C)(=O)[O-].C(C)(=O)[O-].C(C)(=O)[O-].[Zr+4] zirconium(IV) tetrakis(acetate)